O1C2=C(OCC1)C=C(C=C2)NC(C2=CC=C(C=C2)NS(=O)(=O)C2=CC(=CC=C2)OC)=O N-(2,3-dihydrobenzo[b][1,4]dioxin-6-yl)-4-((3-methoxyphenyl)sulfonamido)benzamide